C1(=CC=CC=C1)C1CC(=NO1)C=1N=C(SC1)C1CCN(CC1)C(C)=O (4-(4-(5-PHENYL-4,5-DIHYDROISOXAZOL-3-YL)THIAZOL-2-YL)PIPERIDIN-1-YL)-ETHAN-1-ON